COC(C1=CC=C(C=C1)C#CC#CC1=CC=C(C=C1)CCl)=O 4-((4-(chloromethyl)phenyl)but-1,3-diyn-1-yl)benzoic acid methyl ester